CN1[C@@H]([C@H](CC1=O)C(NCCOCCOCCOCCOCCCC=1C=C(C(=O)OC)C=CN1)=O)C=1C=NC=CC1 Methyl 2-(1-((2S,3S)-1-methyl-5-oxo-2-(pyridin-3-yl)pyrrolidin-3-yl)-1-oxo-5,8,11,14-tetraoxa-2-azaheptadecan-17-yl)isonicotinate